C[C@@H](C(=O)[O-])NC(=O)[C@@H](C)O[C@H]1[C@@H]([C@H](OC([C@@H]1NC(=O)C)OP(=O)([O-])OP(=O)([O-])OC[C@@H]2[C@H]([C@H]([C@@H](O2)N3C=CC(=O)NC3=O)O)O)CO)O The molecule is trianion of UDP-N-acetylmuramoyl-L-alanine arising from deprotonation of diphosphate and alanine carboxy groups; major species at pH 7.3. It is a conjugate base of an UDP-N-acetylmuramoyl-L-alanine.